1-oxa-6-azaspiro[3.5]nonan O1CCC12CNCCC2